C(C)(=O)N1CCN(CC1)C1CCN(CC1)C1=C(C=C(C(=C1)OC)NC1=NC=NC(=C1)N1OCC[C@@H]1C1=CC2=CC=CC=C2C=C1)NC(C=C)=O N-(2-(4-(4-acetylpiperazine-1-yl)piperidine-1-yl)-4-methoxy-5-((6-((R)-3-(naphthalene-2-yl)isoxazolidine-2-yl)pyrimidine-4-yl)amino)phenyl)acrylamide